1,2,3,4,5-pentaphenyl-r-(di-tert-butylphosphino)ferrocene C1(=CC=CC=C1)[C-]1C(=C(C(=C1C1=CC=CC=C1)C1=CC=CC=C1)C1=CC=CC=C1)C1=CC=CC=C1.C(C)(C)(C)P(C(C)(C)C)[C-]1C=CC=C1.[Fe+2]